6-(2-Chloropyrimidin-4-yl)-4,4-dimethyl-3,4-dihydroisoquinolin ClC1=NC=CC(=N1)C=1C=C2C(CN=CC2=CC1)(C)C